(6S,15S)-9-fluoro-15-methyl-2,11,17,20,21,24-hexaazapentacyclo[16.5.2.02,6.07,12.021,25]pentacosane-1(24),7,9,11,18(25),19,22-heptaene-16-one FC=1C=C2[C@@H]3CCCN3C=3C=CN4N=CC(NC([C@H](CCC2=NC1)C)=O)=C4N3